CN1N=C(C(=C1)N1N=C(C(=C1C)[N+](=O)[O-])OCCCO)C 3-((1',3',5-trimethyl-4-nitro-1'H-[1,4'-bipyrazol]-3-yl)oxy)propan-1-ol